The molecule is a member of the class of monohydroxypyridines that acts as an irreversible mitochondrial Complex I inhibitor that strongly associates with ubiquinone binding sites in both mitochondrial and bacterial forms of NADH:ubiquinone oxidoreductase It has a role as a mitochondrial respiratory-chain inhibitor, an EC 1.6.5.3 [NADH:ubiquinone reductase (H(+)-translocating)] inhibitor, an antimicrobial agent and a bacterial metabolite. It is a monohydroxypyridine, a member of methylpyridines, an aromatic ether and a secondary allylic alcohol. C/C=C(\\C)/[C@@H]([C@H](C)/C=C(\\C)/C=C/C/C(=C/CC1=C(C(=O)C(=C(N1)OC)OC)C)/C)O